NC=1C(=C2NC1C=C1C=CC(=N1)C=C1C=CC(N1)=CC=1C=CC(N1)=C2)C2=CC=CC=C2 monoaminophenyl-porphyrin